ClCC1=NC(=CC=C1)OC(F)F 2-(chloromethyl)-6-(difluoromethoxy)pyridine